N-(2-fluorophenyl)-4-(2-(4-methylpiperidin-1-yl)benzyl)piperazine-1-carboxamide FC1=C(C=CC=C1)NC(=O)N1CCN(CC1)CC1=C(C=CC=C1)N1CCC(CC1)C